C(=O)O.N1N=CC(=C1)N1C=CC=2C1=CN=CC2 (1H-pyrazol-4-yl)-1H-pyrrolo[2,3-c]pyridine formate